1,4-dipropyl-piperazine C(CC)N1CCN(CC1)CCC